(S)-3-(3-benzothienyl)-2-(dimethylamino)propionamide S1C=C(C2=C1C=CC=C2)C[C@@H](C(=O)N)N(C)C